N-(3-hydroxy-phenyl)-N'-methyl-oxamide OC=1C=C(C=CC1)NC(=O)C(=O)NC